1-phenyl-3-(3,4-dimethoxystyryl)-5-(3,4-dimethoxyphenyl)-dihydropyrazole C1(=CC=CC=C1)N1NC(C=C1C1=CC(=C(C=C1)OC)OC)C=CC1=CC(=C(C=C1)OC)OC